2-hydroxy-4-(3-hydroxypropoxy-ethoxy)benzophenone OC1=C(C(=O)C2=CC=CC=C2)C=CC(=C1)OCCOCCCO